C(#N)C1=CNC2=C(C=CC(=C12)C)NS(=O)(=O)C=1C=NN(C1)CC(C)(C)O N-(3-cyano-4-methyl-1H-indol-7-yl)-1-(2-hydroxy-2-methyl-propyl)pyrazole-4-sulfonamide